N-[1-[[2-chloro-5-(1-isopropyl-6-oxo-3-pyridyl)phenyl]methyl]-2-[3-hydroxy-4-(4-methyl-1,2,4-triazol-3-yl)anilino]-2-oxo-ethyl]-2-methyl-pyrazole-3-carboxamide ClC1=C(C=C(C=C1)C1=CN(C(C=C1)=O)C(C)C)CC(C(=O)NC1=CC(=C(C=C1)C1=NN=CN1C)O)NC(=O)C=1N(N=CC1)C